FC=1C=CC=C2C=CC=C(C12)C=1C(=CC2=C(NC(NC2=O)=O)N1)F 7-(8-fluoronaphthyl)-6-fluoro-pyrido[2,3-d]pyrimidine-2,4(1H,3H)-dione